N12CCN(C(CC1)C2)CC=2C=C(C=C(C2C)Cl)NC(OC2=CC=CC=C2)=O phenyl (3-(1,4-diazabicyclo[3.2.1]octan-4-ylmethyl)-5-chloro-4-methylphenyl)carbamate